di(aminopropyl)methylamine NCCCN(C)CCCN